OC(CNC(=O)C=1SC=C(N1)C(=O)N1[C@H](CCC1)C)(C)C (S)-N-(2-hydroxy-2-methylpropyl)-4-(2-methylpyrrolidine-1-carbonyl)thiazole-2-carboxamide